CC1=CC=C(S1)C1CC(C1)O 3-(5-methylthiophen-2-yl)cyclobutanol